3-bromo-5-formyl-2-methoxybenzoic acid methyl ester COC(C1=C(C(=CC(=C1)C=O)Br)OC)=O